4-(4-((tert-Butyldimethylsilyl)oxy)butyl)quinoline-3,4-diamine [Si](C)(C)(C(C)(C)C)OCCCCC1(C(C=NC2=CC=CC=C12)N)N